3-deoxy-D-arabino-hexonate O=C([C@@H](O)C[C@H](O)[C@H](O)CO)[O-]